NC1=NC=2C=C(C(=CC2C2=C1C=NN2C)C(=O)N(N(C)C(=O)C2CC2)CC2=CC1=C(OC(O1)(F)F)C=C2)F 4-amino-N'-(cyclopropanecarbonyl)-N-((2,2-difluorobenzo[d][1,3]dioxol-5-yl)methyl)-7-fluoro-N',1-dimethyl-1H-pyrazolo[4,3-c]quinoline-8-carbohydrazide